S1C=C(C=C1)C#CCO 3-(thiophene-3-yl)prop-2-yne-1-ol